BrC(S(=O)(=O)C1=NC=CC=C1)(Br)Br 2-(tribromomethanesulfonyl)pyridine